C1(=CC=CC=C1)C1(C(C1)C(=O)OCC)C1=CC=CC=C1 ethyl 2,2-diphenyl-cyclopropanecarboxylate